FC1=C(C(=O)NC)C=CC(=C1F)N1CCN(CC1)CC1=CC=2NC(N(C(C2S1)=O)C)=O 2,3-difluoro-N-methyl-4-(4-((3-methyl-2,4-dioxo-1,2,3,4-tetrahydrothieno[3,2-d]pyrimidin-6-yl)methyl)piperazin-1-yl)benzamide